NC1=CC(=C(C(=O)OC)C=C1[N+](=O)[O-])Br Methyl 4-amino-2-bromo-5-nitro-benzoate